N-(3-bromo-5-methanesulfonamidophenyl)-1-(2-formylphenyl)-1H-pyrazole-4-carboxamide BrC=1C=C(C=C(C1)NS(=O)(=O)C)NC(=O)C=1C=NN(C1)C1=C(C=CC=C1)C=O